2-(8-bromo-1-oxo-2-isoquinolyl)propanoic acid BrC=1C=CC=C2C=CN(C(C12)=O)C(C(=O)O)C